Cl.CC1=NOC(=N1)C1CNCCC1 3-(3-Methyl-1,2,4-oxadiazol-5-yl)piperidine hydrochloride salt